1,4-bis(4-allyl-2-methoxyphenoxy)butane C(C=C)C1=CC(=C(OCCCCOC2=C(C=C(C=C2)CC=C)OC)C=C1)OC